CC(C=C(C#N)C(=O)N1[C@H](CCCC1)CO[Si](C)(C)C)(C)N1CCOCC1 (R)-4-methyl-4-morpholinyl-2-(2-((trimethylsilyloxy)methyl)piperidine-1-carbonyl)pent-2-enenitrile